N-ethyl-2-(7-fluoronaphthalen-1-yl)-N-methylethan-1-amine C(C)N(CCC1=CC=CC2=CC=C(C=C12)F)C